dimethyl 4-nitro-tetradecanedioate [N+](=O)([O-])C(CCC(=O)OC)CCCCCCCCCC(=O)OC